bis(4-(piperazin-1-yl)phenyl)methanone N1(CCNCC1)C1=CC=C(C=C1)C(=O)C1=CC=C(C=C1)N1CCNCC1